chloro-3-(difluoromethoxy)benzoic acid ClC1=C(C(=O)O)C=CC=C1OC(F)F